C1(CC1)\C=C\1/[C@@H]2[C@H]([C@H]([C@H]1CC2)C(NCC(C)(C)C)=O)NC(OC(C)(C)C)=O tert-butyl ((1R,2R,3S,4R,Z)-7-(cyclopropylmethylene)-3-(neopentylcarbamoyl)bicyclo[2.2.1]heptan-2-yl)carbamate